N1CCC(CC1)SC1=NC2=CC(=NC=C2C=C1)NC=1C=C(C(=O)N)C=CC1 3-[[2-(piperidin-4-ylsulfanyl)-1,6-naphthyridin-7-yl]amino]benzamide